methyl 2-(2-chloro-6-ethoxypyridin-4-yl)acetate ClC1=NC(=CC(=C1)CC(=O)OC)OCC